tert-butyl 4-(6-chloro-2-(2-((6,6-dimethyl-2,4-dioxo-3-azabicyclo[3.1.0]hexan-3-yl)methyl)thieno[3,2-b]pyridin-7-yl)-4-methylnicotinoyl)piperazine-1-carboxylate ClC1=NC(=C(C(=O)N2CCN(CC2)C(=O)OC(C)(C)C)C(=C1)C)C1=C2C(=NC=C1)C=C(S2)CN2C(C1C(C1C2=O)(C)C)=O